O1N=CC=C1N isoxazol-5-amine